N(N)C1=CC(=C(C=N1)P(C)(C)=O)C (6-hydrazineyl-4-methylpyridin-3-yl)dimethylphosphine oxide